(1-(isoquinolin-6-yl)-1H-1,2,3-triazol-4-yl)methanol C1=NC=CC2=CC(=CC=C12)N1N=NC(=C1)CO